3-(ethylsulfonyl)-2-[3-methyl-6-(trifluoromethyl)-3H-imidazo[4,5-c]pyridin-2-yl]-6,7-dihydro-imidazo[1,2-a]pyridin-8(5H)-one C(C)S(=O)(=O)C1=C(N=C2N1CCCC2=O)C2=NC1=C(C=NC(=C1)C(F)(F)F)N2C